FC1=C(C(=O)N2CC3(C2)CC(C3)C(=O)N(C3=C(C=CC=C3)C)C)C=C(C=C1)O 2-(2-Fluoro-5-hydroxybenzoyl)-N-Methyl-N-(o-tolyl)-2-azaspiro[3.3]heptane-6-carboxamide